5-methyl-2-furanmethanol CC1=CC=C(O1)CO